CN1CCC(CC1)(C#N)O[Si](C)(C)C 1-methyl-4-[(trimethylsilyl)oxy]piperidine-4-carbonitrile